(R)-7-methyl-2-((7-methylquinoxalin-6-yl)amino)-9-(tetrahydrofuran-3-yl)-7,9-dihydro-8H-purin-8-one CN1C(N(C2=NC(=NC=C12)NC=1C=C2N=CC=NC2=CC1C)[C@H]1COCC1)=O